2-(2-isopropylphenyl)-8-(4-(1-methyl-4-(trifluoromethyl)-1H-imidazol-2-yl)benzyl)imidazo[1,5-a][1,3,5]triazine C(C)(C)C1=C(C=CC=C1)C1=NC=2N(C=N1)C=NC2CC2=CC=C(C=C2)C=2N(C=C(N2)C(F)(F)F)C